ClC1=C(C2=C(C=3C=NC(=NC13)N1[C@@H]([C@@H](CC1)N1CCN(CC1)C)C)COC2)C2=NC=C(C1=C2C(=C(S1)NC(OC(C)(C)C)=O)C#N)F tert-Butyl (4-(5-chloro-3-((2R,3R)-2-methyl-3-(4-methylpiperazin-1-yl)pyrrolidin-1-yl)-7,9-dihydrofuro[3,4-f]quinazolin-6-yl)-3-cyano-7-fluorothieno[3,2-c]pyridin-2-yl)carbamate